4-{[1-(5-bromo-3,3-dimethyl-2-oxoindol-1-yl)cyclopropyl]formamido}butanoic acid BrC=1C=C2C(C(N(C2=CC1)C1(CC1)C(=O)NCCCC(=O)O)=O)(C)C